C12(CC3CC(CC(C1)C3)C2)NC2=NC(=NC=C2C#N)N[C@@H]2CC[C@H](CC2)N(C(=O)NCC2=CC=CC=C2)C2=NC=C(C=C2)C=2C=NN(C2)C 1-(trans-4-((4-(adamantan-1-ylamino)-5-cyanopyrimidin-2-yl)amino)cyclohexyl)-3-benzyl-1-(5-(1-methyl-1H-pyrazol-4-yl)pyridin-2-yl)urea